ClC1=CC=2C(=NSC2N2CCN(CC2)C(=O)OC(C)(C)C)C(=C1[Sn](CCCC)(CCCC)CCCC)F tert-Butyl 4-(5-chloro-7-fluoro-6-(tributylstannyl)benzo[c]isothiazol-3-yl)piperazine-1-carboxylate